ClC=1C=CC(=C2C=CC=NC12)N1C[C@@H]([C@H](C1)C)C(=O)NC1CCN(CC1)C (3R,4R)-1-(8-chloro-5-quinolyl)-4-methyl-N-(1-methyl-4-piperidyl)pyrrolidine-3-carboxamide